1-(5-{[(5-Chlorothiophen-2-yl)methyl]amino}-3-{8-methansulfonyl-8-azabicyclo[3.2.1]octan-3-yl}-1H-pyrazol-1-yl)-2,2-dimethylpropan-1-on ClC1=CC=C(S1)CNC1=CC(=NN1C(C(C)(C)C)=O)C1CC2CCC(C1)N2S(=O)(=O)C